[N+](=O)([O-])C1=CC=C(C(=O)N(C2=CC=NC=C2)CCOC2=CC=CC=C2)C=C1 4-nitro-N-(2-phenoxyethyl)-N-(pyridin-4-yl)benzamide